N-((1r,3r)-3-((4-methoxy-5-(pyrazolo[1,5-a]pyridin-5-yl)-7H-pyrrolo[2,3-d]pyrimidin-2-yl)amino)-1-methylcyclobutyl)propionamide COC=1C2=C(N=C(N1)NC1CC(C1)(C)NC(CC)=O)NC=C2C2=CC=1N(C=C2)N=CC1